C(C)(=O)N1[C@H](CC(C1)C1=CC(=C(C=C1)OC(F)F)OC([2H])([2H])C1CC1)C(=O)N (2R)-1-acetyl-4-(3-(cyclopropyl-(1,1-dideutero)methoxy)-4-(difluoromethoxy)phenyl)pyrrolidine-2-carboxamide